6-(4-Fluoro-3,3-dimethylbut-1-yn-1-yl)-N2,N4-bis((R)-1,1,1-trifluoroprop-2-yl)-1,3,5-triazine-2,4-diamine FCC(C#CC1=NC(=NC(=N1)N[C@@H](C(F)(F)F)C)N[C@@H](C(F)(F)F)C)(C)C